1-(6-isocyanohexyl)-3-(6-methyl-4-oxo-1,4-dihydropyrimidin-2-yl)urea [N+](#[C-])CCCCCCNC(=O)NC=1NC(=CC(N1)=O)C